1,1,1,3,3,3-hexafluoropropan-2-yl 2-((2-cyclopropyl-1,2,3,4-tetrahydroisoquinolin-8-yl) methyl)-2,8-diazaspiro[4.5]decane-8-carboxylate C1(CC1)N1CC2=C(C=CC=C2CC1)CN1CC2(CC1)CCN(CC2)C(=O)OC(C(F)(F)F)C(F)(F)F